C(=O)C=1C=C(C=NC1)NC(C(N1C(CCCC1)C1=CC=CC=C1)=O)=O N-(5-formylpyridin-3-yl)-2-oxo-2-(2-phenylpiperidin-1-yl)acetamide